NC1=C2C=CC(=NC2=C(C=C1C(O)C1=C2C=NN(C2=C(C=C1)F)C1OCCCC1)I)C (5-amino-8-iodo-2-methylquinolin-6-yl)-[7-fluoro-1-(oxan-2-yl)indazol-4-yl]methanol